The molecule is a D-glucopyranose 6-phosphate in which the anomeric centre has beta-configuration. It has a role as an epitope and a mouse metabolite. It derives from a beta-D-glucose. It is a conjugate acid of a beta-D-glucose 6-phosphate(2-). C([C@@H]1[C@H]([C@@H]([C@H]([C@@H](O1)O)O)O)O)OP(=O)(O)O